4-(2-chloro-4-benzoylphenylthio)phenylbis(4-chlorophenyl)sulfonium hexafluorophosphate F[P-](F)(F)(F)(F)F.ClC1=C(C=CC(=C1)C(C1=CC=CC=C1)=O)SC1=CC=C(C=C1)[S+](C1=CC=C(C=C1)Cl)C1=CC=C(C=C1)Cl